4-bromo-N-(2-methoxyethyl)-N-methyl-aniline BrC1=CC=C(N(C)CCOC)C=C1